C(C)(C)(C)OC(=O)NC(C(=O)OC)CNC(=O)OC(C)(C)C methyl 2,3-bis((tert-butyloxycarbonyl)amino)propionate